(R)-7-(6-amino-5-(trifluoromethyl)pyridin-2-yl)-3-(5-(difluoromethoxy)-4-((6-oxo-5-(trifluoromethyl)-1,6-dihydropyridazin-4-yl)amino)pentyl)-6-fluoroquinazolin-4(3H)-one NC1=C(C=CC(=N1)C1=C(C=C2C(N(C=NC2=C1)CCC[C@H](COC(F)F)NC=1C=NNC(C1C(F)(F)F)=O)=O)F)C(F)(F)F